Methyl 2-amino-4,5,6,7-tetrahydrobenzo[b]thiophene-3-carboxylate NC1=C(C2=C(S1)CCCC2)C(=O)OC